(12R)-13-ethyl-12-methyl-12,13,16,17,19,20-hexahydro-6,22-(azeno)-11,7-(metheno)imidazo[1,2-o][1,18,4,6,15]dioxatriazacycloicosin-14(15H)-one C(C)N1C(NCCOCCOC=2C=3N(C=C(C=4C=CC=C([C@H]1C)C4)N2)C=CN3)=O